C(C)(C)(C)OC(=O)NC1(CC(C1)CO[Si](C)(C)C(C)(C)C)C(=O)N 1-((tert-butoxycarbonyl)amino)-3-(tert-butyldimethylsilyloxymethyl)cyclobutane-1-carboxamide